6-chloro-1H-pyrazolo[4,3-C]pyridin-ol ClC1=CC2=C(C=N1)C(=NN2)O